FC(CN(C1C(CCC1)OC=1C=C2CN(C(C2=CC1)=O)C1C(NC(CC1)=O)=O)CC)F 3-(5-((2-((2,2-difluoroethyl)(ethyl)amino)cyclopentyl)oxy)-1-oxoisoindolin-2-yl)piperidine-2,6-dione